N-(5-((4-chlorobenzyl)oxy)-1,3,4-thiadiazol-2-yl)-2'-oxo-1',2'-dihydro-[2,4'-bipyridine]-3-carboxamide ClC1=CC=C(COC2=NN=C(S2)NC(=O)C=2C(=NC=CC2)C2=CC(NC=C2)=O)C=C1